C(C)(C)(C)C1=C(C=C(C=C1)N1C(C2=CC=CC=C2[C@H]([C@@H]1C1=CC2=C(OCCO2)C=C1)C(=O)NO)=O)Cl |r| (3R,4R) and (3S,4S)-2-(4-(tert-butyl)-3-chlorophenyl)-3-(2,3-dihydrobenzo[b][1,4]dioxin-6-yl)-N-hydroxy-1-oxo-1,2,3,4-tetrahydroisoquinoline-4-carboxamide